N,N-dimethylaminopropyl-trimethoxysilane Ethyl-[(3-{2-chloro-4-fluoro-5-[3-methyl-2,6-dioxo-4-(trifluoromethyl)-3,6-dihydropyrimidin-1(2H)-yl]phenoxy}pyridin-2-yl)oxy]acetat C(C)OC(COC1=NC=CC=C1OC1=C(C=C(C(=C1)N1C(N(C(=CC1=O)C(F)(F)F)C)=O)F)Cl)=O.CN(C)CCC[Si](OC)(OC)OC